Cl.C(C)(C)C1=NNC(=C1)NC=1N=C(C2=C(N1)C1=C(O2)N=CC=C1)N1CCOCC1 N-(3-isopropyl-1H-pyrazol-5-yl)-4-morpholinopyrido[3',2':4,5]furo[3,2-d]pyrimidin-2-amine hydrochloride